N1=CC(=CC=C1)C1(C2=CC=CC=C2C=2C=CC(=CC12)C1=NC2=C3N=CC=CC3=CC=C2C=C1)C=1C=NC=CC1 2-(9,9-di(pyridin-3-yl)-9H-fluoren-2-yl)-1,10-phenanthroline